C(C)NC(=O)C=1C(=NC(=NC1)NC1=CC(=C(C=C1)F)C1=CC=CC=C1)N[C@H](CO)C1=CC=CC=C1 N-ethyl-2-(4-fluoro-3-phenyl-anilino)-4-[[(1S)-2-hydroxy-1-phenyl-ethyl]amino]pyrimidine-5-carboxamide